2-(E)-(4-methylbenzyl)-1-cyclohexanone CC1=CC=C(CC2C(CCCC2)=O)C=C1